(S)-Methyl 2-(3-(3-(5-((Dicyclopropylmethyl)Carbamoyl)Oxazol-2-Yl)Phenyl)-1H-1,2,4-Triazole-5-Carboxamido)-3-Methylbutanoate C1(CC1)C(C1CC1)NC(=O)C1=CN=C(O1)C=1C=C(C=CC1)C1=NNC(=N1)C(=O)N[C@H](C(=O)OC)C(C)C